C(#N)C=1C=C(C=CC1C1CC1)NC(CC1=CC=C(C=C1)C1=CC=2N(C=C1)N=CN2)=O N-(3-Cyano-4-cyclopropylphenyl)-2-[4-([1,2,4]triazolo[1,5-a]pyridin-7-yl)phenyl]acetamide